6-(ethylthio)-5-(1H-imidazol-2-yl)-1-methyl-2-(trifluoromethyl)-1H-benzo[d]imidazole C(C)SC=1C(=CC2=C(N(C(=N2)C(F)(F)F)C)C1)C=1NC=CN1